C1(CC1)NC1=NC(=CC2=CC=CC=C12)C(=O)O 1-(cyclopropylamino)isoquinoline-3-carboxylic acid